tert-butyl (S)-(1-(3-(4-methylpyridin-2-yl)-1,2,4-oxadiazol-5-yl)ethyl)carbamate CC1=CC(=NC=C1)C1=NOC(=N1)[C@H](C)NC(OC(C)(C)C)=O